1-(5-fluoro-2-methoxyphenyl)cyclopropan-1-amine FC=1C=CC(=C(C1)C1(CC1)N)OC